C1(CCC1)N1C=C([C@H]2[C@H](O)[C@H](O)[C@@H](CO)O2)C(NC1=O)=O 1-Cyclobutyl-pseudouridine